BrC=1SC(=CC1)C1CC1 2-bromo-5-(cyclopropyl)thiophene